C([O-])([O-])=O.CC(C[N+](C)(C)C)OC.CC(C[N+](C)(C)C)OC Methyl-N,N,N-trimethyl-N-(2-methoxyethyl)ammonium carbonate